(R)-N-(3-(5-fluoro-2-((2-oxoindolin-6-yl)amino)pyrimidin-4-yl)-1H-indol-7-yl)-3-methoxy-2-(4-methylpiperazin-1-yl)propanamide FC=1C(=NC(=NC1)NC1=CC=C2CC(NC2=C1)=O)C1=CNC2=C(C=CC=C12)NC([C@@H](COC)N1CCN(CC1)C)=O